FC(SN1C(=CC2=CC=CC=C12)CCCCCC)(F)F 1-trifluoromethylthio-2-hexylindole